(4r,5s)-methyl-5-(2-chlorophenyl)-2,2-diethyl-1,3-dioxolane-4-carboxylate COC(=O)[C@@H]1OC(O[C@H]1C1=C(C=CC=C1)Cl)(CC)CC